NC1=C(SC2=NC(=CC=C21)C)C(=O)N[C@@H]2CC=1C(=NC(=CC1)N1CC3CCC(C1)N3)OC2 3-amino-N-[(3R)-7-{3,8-diazabicyclo[3.2.1]octan-3-yl}-2H,3H,4H-pyrano[2,3-b]pyridin-3-yl]-6-methylthieno[2,3-b]pyridine-2-carboxamide